C(C)(C)(C)OC(=O)N1CC2(CCC(C1)C2)C Methyl-3-azabicyclo[3.2.1]Octane-3-carboxylic acid tert-butyl ester